ClC=1C(=C(C(=O)O)C=CC1Cl)OC 3,4-dichloro-2-methoxybenzoic acid